2-(4-(1-methyl-1H-tetrazol-5-yl)phenyl)ethylamine CN1N=NN=C1C1=CC=C(C=C1)CCN